3-(5-isopentyl-1H-1,2,4-triazol-3-yl)-N-isopropyl-6-(1H-pyrazol-4-yl)quinolin-4-amine C(CC(C)C)C1=NC(=NN1)C=1C=NC2=CC=C(C=C2C1NC(C)C)C=1C=NNC1